C(C)(C)(C)[C@H]1CC[C@H](CC1)NC(C1=CC(=CC(=C1)NC(=O)[C@@H]1CC[C@@H](CC1)C(C)C)NC(=O)[C@@H]1CC[C@@H](CC1)C(C)C)=O N-(cis-4-tert-butylcyclohexyl)-3,5-bis-[cis-4-isopropylcyclohexylcarbonylamino]-benzamide